[1-(benzyloxy)-2-methylpropan-2-yl]carbamic acid tert-butyl ester C(C)(C)(C)OC(NC(COCC1=CC=CC=C1)(C)C)=O